1-cyclopropyl-N-(1-(2,2,2-trifluoro-1-(3-fluorophenyl)ethyl)azetidin-3-yl)-1H-1,2,3-triazole-4-carboxamide C1(CC1)N1N=NC(=C1)C(=O)NC1CN(C1)C(C(F)(F)F)C1=CC(=CC=C1)F